N-(1-cyclohexyl-6-(3,4-difluorophenyl)-1H-pyrazolo[3,4-d]pyrimidin-4-yl)-5-nitrothiophene-2-carboxamide C1(CCCCC1)N1N=CC=2C1=NC(=NC2NC(=O)C=2SC(=CC2)[N+](=O)[O-])C2=CC(=C(C=C2)F)F